(5-methyl-2-oxo-1,3-dioxan-4-yl)methyl (R)-(1-((3-(Benzyloxy)-1-(1-(methylsulfonyl)spiro[indol-3,4'-piperidin]-1'-yl)-1-oxopropane-2-yl)amino)-2-methyl-1-oxopropan-2-yl)carbamate C(C1=CC=CC=C1)OC[C@H](C(=O)N1CCC2(CC1)CN(C1=CC=CC=C12)S(=O)(=O)C)NC(C(C)(C)NC(OCC1OC(OCC1C)=O)=O)=O